COC(=O)C=1C=C(C(=NC1)OC1=CC=C(C=C1)C(F)(F)F)B(O)O {5-(Methoxycarbonyl)-2-[4-(trifluoromethyl)phenoxy]pyridin-3-yl}boronic acid